ClC1=C(C(=C2C=NN(C2=C1)C1OCCCC1)F)C 6-chloro-4-fluoro-5-methyl-1-(oxan-2-yl)-1H-indazole